[Pd].C(C)(C)(C)P(C1=CC=C(C=C1)F)C(C)(C)C (di-tert-butyl-(4-fluorophenyl)phosphine) palladium